4-(4,6-difluoro-1-(pyridazin-3-ylmethyl)-benzoimidazol-2-yl)-1,2,5-oxadiazol-3-amine FC1=CC(=CC=2N(C(=NC21)C=2C(=NON2)N)CC=2N=NC=CC2)F